BrC=1C(=CC2=C(OCCN2C(=O)OC(C)(C)C)N1)CC1=CC=C(C=C1)F tert-butyl 6-bromo-7-(4-fluorobenzyl)-2,3-dihydro-1H-pyrido[2,3-b][1,4]oxazine-1-carboxylate